2,4-dimethyl-1,7-heptanediamine CC(CN)CC(CCCN)C